CP(=O)(C)C1=C(C(=NN(C1=O)CC1=CC=C(C=C1)OC)C)N[C@H](COCCC(=O)[O-])C (S)-3-(2-((5-(dimethylphosphoryl)-Methyl 1-(4-methoxybenzyl)-6-oxo-1,6-dihydropyridazin-4-yl)amino)propoxy)propanoate